(S)-(4-(7-fluorobenzo[d]oxazol-2-yl)-6,7-dihydro-1H-imidazo[4,5-c]pyridin-5(4H)-yl)(5-(1-methyl-1H-pyrazol-4-yl)-1,3,4-oxadiazol-2-yl)methanone FC1=CC=CC=2N=C(OC21)[C@H]2N(CCC1=C2N=CN1)C(=O)C=1OC(=NN1)C=1C=NN(C1)C